4-(4-((1R,5S)-3,8-diazabicyclo[3.2.1]octan-3-yl)-8-fluoro-2-((1-(trifluoromethyl)cyclopentyl)methoxy)pyrido[4,3-d]pyrimidin-7-yl)naphthalen-2-ol [C@H]12CN(C[C@H](CC1)N2)C=2C1=C(N=C(N2)OCC2(CCCC2)C(F)(F)F)C(=C(N=C1)C1=CC(=CC2=CC=CC=C12)O)F